COC=1C=C2N(CCN(C2=CC1)C(=O)OC(C)(C)C)C1=CC2=C(N=C(N=C2)S(=O)(=O)C)N(C1=O)C tert-butyl 6-methoxy-4-(8-methyl-2-methylsulfonyl-7-oxo-pyrido[2,3-d]pyrimidin-6-yl)-2,3-dihydroquinoxaline-1-carboxylate